ethyl 2-(5-((3-((tert-butoxycarbonyl)amino)propyl)carbamoyl)-1H-indazol-3-yl)-5-phenyl-1H-imidazole-4-carboxylate C(C)(C)(C)OC(=O)NCCCNC(=O)C=1C=C2C(=NNC2=CC1)C=1NC(=C(N1)C(=O)OCC)C1=CC=CC=C1